CC(C)(C)C=1C=C(C=C(C1O)C(C)(C)C)C(C(=O)O)C 3,5-bis(1,1-dimethyl-ethyl)-4-hydroxyphenylpropionic acid